vitamin C undecanoate C(CCCCCCCCCC)(=O)O.OC=1[C@H](OC(C1O)=O)[C@H](CO)O